fluoro-1'-((6-methyl-4-oxo-3,4-dihydro-quinazolin-2-yl)methyl)spiro[cyclopropane-1,3'-indoline]-2'-one FC1=C2C3(C(N(C2=CC=C1)CC1=NC2=CC=C(C=C2C(N1)=O)C)=O)CC3